(S)-1-(3-chloro-5-fluoro-2-((4-methoxyphenoxy)methyl)phenyl)ethylamine ClC=1C(=C(C=C(C1)F)[C@H](C)N)COC1=CC=C(C=C1)OC